NC=1SC=C(N1)C(C)=O 1-(2-aminothiazol-4-yl)ethan-1-one